[O-][Cr](=O)(=O)O[Cr](=O)(=O)[O-] The molecule is a divalent inorganic anion obtained by removal of both protons from dichromic acid. It is a chromium oxoanion and a divalent inorganic anion. It is a conjugate base of a hydrogen dichromate.